C(N)(OC1=C(C(=C(C=C1F)C(C)(C)C)NC(C1=C(C=CC(=C1)NC(=O)CC(CC1=CC(=CC(=C1)C(F)(F)F)Br)(Cl)Cl)Cl)=O)F)=O Trans-tert-butyl-(3-(5-(3-(3-bromo-5-(trifluoromethyl) phenyl)-2,2-dichloropropane-1-carboxamido)-2-chlorobenzoylamino)-2,6-difluorophenyl) carbamate